C(C)(C)(C)OC(=O)N1C2CC(CC1CC2)(O)C(N[C@@H](CCC=O)C2=CC(=CC(=C2)F)F)=O 3-(((S)-1-(3,5-difluorophenyl)-4-oxobutyl)carbamoyl)-3-hydroxy-8-azabicyclo[3.2.1]octane-8-carboxylic acid tert-butyl ester